N-oleoyl-sarcosine-octadecylamine salt C(CCCCCCCCCCCCCCCCC)N.C(CCCCCCC\C=C/CCCCCCCC)(=O)N(C)CC(=O)O